(R)-4-((1-(3-(1,1-difluoro-2-hydroxy-2-methylpropyl)-2-fluorophenyl)ethyl)amino)-2,6,9,9-tetramethyl-8,9-dihydropyrido[2,3-g]quinazolin-7(6H)-one FC(C(C)(C)O)(F)C=1C(=C(C=CC1)[C@@H](C)NC1=NC(=NC2=CC3=C(C=C12)N(C(CC3(C)C)=O)C)C)F